ClCC(=O)NC1=CC(=C(C=C1)OC(F)(F)F)O 2-chloro-N-(3-hydroxy-4-(trifluoromethoxy)phenyl)acetamide